2-(1-((cyclopropylmethyl)sulfonyl)azetidin-3-ylidene)acetonitrile C1(CC1)CS(=O)(=O)N1CC(C1)=CC#N